C(C=C)(=O)NCCCCCC(=O)[O-] 6-acrylamidocaproate